COC1=C2C(=C(C=C1C3=CC=C(C=C3)O)O)C4=CC(=C(C=C4O2)O)O The molecule is a member of the class of dibenzofurans that is dibenzo[b,d]furan substituted by a 4-hydroxyphenyl group at position 3, hydroxy groups at positions 1, 7 and 8 and a methoxy group at position 4. It has been isolated from the culture of the mangrove endophytic fungus Penicillium chermesinum. It has a role as an EC 3.1.1.7 (acetylcholinesterase) inhibitor and a Penicillium metabolite. It is a member of dibenzofurans, a polyphenol and an aromatic ether.